5-(1-methyl-cyclopropoxy)-1H-indazole CC1(CC1)OC=1C=C2C=NNC2=CC1